tetrabutylimidazolium Decanoate C(CCCCCCCCC)(=O)[O-].C(CCC)C1=C([N+](=C(N1)CCCC)CCCC)CCCC